(R)-6-(2-((3,3-difluoro-1-(oxetan-3-yl)piperidin-4-yl)amino)-4-methoxypyrrolo[2,1-f][1,2,4]triazin-5-yl)-N-methylimidazo[1,2-a]pyridine-3-carboxamide FC1(CN(CC[C@H]1NC1=NN2C(C(=N1)OC)=C(C=C2)C=2C=CC=1N(C2)C(=CN1)C(=O)NC)C1COC1)F